(1S,3S)-3-((2-(5-((((5-Fluoropentyl)(methyl)carbamoyl)oxy)methyl)-1-methyl-1H-pyrazol-4-yl)-4-methylpyrimidin-5-yl)oxy)cyclohexan FCCCCCN(C(=O)OCC1=C(C=NN1C)C1=NC=C(C(=N1)C)OC1CCCCC1)C